C1(=CC=CC=C1)N1CCC=2C1=NC1=CC=CN=C1C2O 6-Phenyl-6H,7H,8H-pyrrolo[2,3-b]1,5-naphthyridin-9-ol